BrC1=CC=CC2=C1OC(OC2)(C)C 8-bromo-2,2-dimethyl-4H-benzo[d][1,3]dioxin